OCCOC1=C(C=C(C=C1C(CC)C)C1(C2=CC=CC=C2C=2C=CC=CC12)C1=CC(=C(C(=C1)C(CC)C)OCCO)C(CC)C)C(CC)C 9,9-bis[4-(2-hydroxyethoxy)-3,5-bis(1-methylpropyl)phenyl]fluorene